5-chloro-N-[(1S)-4,4-difluoro-1-[2-(methylamino)-2-oxo-acetyl]pentyl]-2-(4,4,4-trifluorobutanoylamino)benzamide ClC=1C=CC(=C(C(=O)N[C@@H](CCC(C)(F)F)C(C(=O)NC)=O)C1)NC(CCC(F)(F)F)=O